C(CCCCCCCCC)NC1=CC(=CC=C1)N N-decylbenzene-1,3-diamine